di-tert-butyl 2,2'-(7-(2-oxo-2-(prop-2-yn-1-ylamino)ethyl)-1,4,7-triazonane-1,4-diyl)diacetate O=C(CN1CCN(CCN(CC1)CC(=O)OC(C)(C)C)CC(=O)OC(C)(C)C)NCC#C